(3R)-3-amino-7-(5-tert-butyl-1,3,4-oxadiazol-2-yl)-8-fluoro-5-[(2-fluoro-4-methylsulfonyl-phenyl)methyl]-1,1-dioxo-2,3-dihydro-1lambda6,5-benzothiazepin-4-one N[C@H]1CS(C2=C(N(C1=O)CC1=C(C=C(C=C1)S(=O)(=O)C)F)C=C(C(=C2)F)C=2OC(=NN2)C(C)(C)C)(=O)=O